C(#N)C=1C=CC=2N(C(N=C(C2N1)N1C[C@H](NC[C@@H]1C)C)=O)C (2R,5S)-4-(6-cyano-1-methyl-2-oxo-1,2-dihydropyrido[3,2-d]pyrimidin-4-yl)-2,5-dimethylpiperazine